2-(2-(2-(2-((2-(2,6-dioxopiperidin-3-yl)-1,3-dioxoisoindolin-4-yl)oxy)-acetamido)ethoxy) ethoxy)ethyl methanesulfonate CS(=O)(=O)OCCOCCOCCNC(COC1=C2C(N(C(C2=CC=C1)=O)C1C(NC(CC1)=O)=O)=O)=O